OC=1C=C2CCC[C@H](C2=CC1)NC(=O)[C@@H]1C(C[C@@H]2SCC[C@@H](C(N21)=O)NC([C@H](C)NC)=O)(C)C (4S,7S,9aS)-N-((R)-6-hydroxy-1,2,3,4-tetrahydronaphthalen-1-yl)-8,8-dimethyl-4-((S)-2-(methylamino)propanamido)-5-oxooctahydropyrrolo[2,1-b][1,3]thiazepine-7-carboxamide